6-(2,8-dimethylimidazo[1,2-b]pyridazin-6-yl)-8-fluoro-2-[(1S,5R)-3-methyl-3-azabicyclo[3.1.0]hexan-6-yl]-[1,2,4]triazolo[1,5-a]pyridine CC=1N=C2N(N=C(C=C2C)C=2C=C(C=3N(C2)N=C(N3)C3[C@@H]2CN(C[C@H]32)C)F)C1